N(=[N+]=[N-])C=1C=C(C(C(=O)NCCSSCCNC(C=2C(O)=CC(=CC2)N=[N+]=[N-])=O)=CC1)O bis[β-(4-azidosalicylamido)ethyl]disulfide